FC1=C(C=C(C=C1)F)C1=CC2=C(O[C@H](CN2S(=O)(=O)C2=CC(=CC=C2)C(F)(F)F)CCC(=O)O)C=C1 (S)-3-(6-(2,5-difluorophenyl)-4-((3-(trifluoromethyl)-phenyl)sulfonyl)-3,4-dihydro-2H-benzo[b][1,4]oxazin-2-yl)propanoic acid